tert-butyl (2S)-2-[[4-(3-pyridyloxy)phenyl]carbamoyl]piperidine-1-carboxylate N1=CC(=CC=C1)OC1=CC=C(C=C1)NC(=O)[C@H]1N(CCCC1)C(=O)OC(C)(C)C